C(=CCCC)P(O)(=O)CCC1=CC=CC=C1 pentenyl-phenethyl-phosphinic acid